1-(but-3-yn-1-yl)piperazine dihydrochloride Cl.Cl.C(CC#C)N1CCNCC1